CC(C)(C1=CC=CC=C1)C1=CC=C(NC2=CC=C(C=C2)C(C)(C2=CC=CC=C2)C)C=C1 4-(1-methyl-1-phenylethyl)-N-[4-(1-methyl-1-phenylethyl)phenyl]-aniline